(14R)-4-bromoaniline BrC1=CC=C(N)C=C1